2-(methylsulfanyl)pyrimidin-4-amine CSC1=NC=CC(=N1)N